FC=C(CNC(OC(C)(C)C)=O)COC=1C=C2CCN(C(C2=CC1)=O)C=1SC=CN1 t-butyl N-[3-fluoro-2-[(1-oxo-2-thiazol-2-yl-3,4-dihydroisoquinolin-6-yl)oxymethyl]allyl]carbamate